BrC=1C=C2N(NC=C(C2=O)C(=O)OCC)C1 Ethyl 6-bromo-4-oxo-1,4-dihydropyrrolo[1,2-b]pyridazine-3-carboxylate